dimethyl 6,6'-(ethane-1,2-diylbis(5-carbamoyl-4-methoxy-1H-benzo[d]imidazole-1,2-diyl))bis(3-bromobenzoate) C(CN1C(=NC2=C1C=CC(=C2OC)C(N)=O)C2=CC=C(C=C2C(=O)OC)Br)N2C(=NC1=C2C=CC(=C1OC)C(N)=O)C1=CC=C(C=C1C(=O)OC)Br